ClCCNC1=CC(=CC(=C1)OC)OC (2-chloroethyl)-3,5-dimethoxyaniline